FC(OC1=C(C=C(C=C1)OC=1C=NN(C1)CC(C)(C)O)C1=NN(C=C1NC(=O)C=1C=NN2C1N=CC=C2)C)F N-(3-(2-(difluoromethoxy)-5-((1-(2-hydroxy-2-methylpropyl)-1H-pyrazol-4-yl)oxy)phenyl)-1-methyl-1H-pyrazol-4-yl)pyrazolo[1,5-a]pyrimidine-3-carboxamide